2,2-dimethylpentan-3-one CC(C)(C(CC)=O)C